lithium bis-trifluoromethanesulfonimide [N-](S(=O)(=O)C(F)(F)F)S(=O)(=O)C(F)(F)F.[N-](S(=O)(=O)C(F)(F)F)S(=O)(=O)C(F)(F)F.[Li+].[Li+]